ClC=1C(C=2C=CC=NC2C(C1NCCN1CCOCC1)=O)=O 6-Chloro-7-[2-(4-morpholinyl)ethylamino]-5,8-dihydroquinoline-5,8-dione